O1C(=NC2=C1C=CC=C2)N 1,3-benzoxazol-2-amine